di(1-butyl-3-methylimidazole) 3,5-bis(methoxycarbonyl)benzenephosphonate COC(=O)C=1C=C(C=C(C1)C(=O)OC)P(O)(=O)O.C(CCC)N1CN(C=C1)C.C(CCC)N1CN(C=C1)C